ClC1=C(C=CC=C1S)N1CCN(CC1)C(=O)OCC1C2=CC=CC=C2C=2C=CC=CC12 9H-fluoren-9-ylmethyl 4-(2-chloro-3-sulfanylphenyl)piperazine-1-carboxylate